ClC1=C(C#N)C(=CC=C1O)F 2-chloro-6-fluoro-3-hydroxybenzonitrile